ClCCN1CCS(CC1)(=O)=O 4-(2-chloroethyl)thiomorpholine 1,1-dioxide